ClC1=C(C(=NC=C1)C)C1(CC1)C(=O)NC(C(=O)O)CCN(CCCCC1=NC=2NCCCC2C=C1)CC(CF)OC 2-[[1-(4-chloro-2-methyl-3-pyridyl)cyclopropanecarbonyl]amino]-4-[[3-fluoro-2-methoxy-propyl]-[4-(5,6,7,8-tetrahydro-1,8-naphthyridin-2-yl)butyl]amino]butanoic acid